Benzyl N-[(1R)-1-[[(3-amino-3-oxo-propyl)-[(2R)-2-chloro-2-fluoro-acetyl]amino]carbamoyl]-3-methyl-butyl]carbamate NC(CCN(C([C@H](F)Cl)=O)NC(=O)[C@@H](CC(C)C)NC(OCC1=CC=CC=C1)=O)=O